C(=C\CCCCCC)/N1C(C=CC=C1)=O (E)-1-(Oct-1-en-1-yl)pyridin-2(1H)-one